3-allyl-Oxy-2-hydroxy-1-propanesulfonic acid sodium salt [Na+].C(C=C)OCC(CS(=O)(=O)[O-])O